[C].[Mo]=[Te] Molybdenum telluride carbon